[Na+].N[C@@H](CCC(=O)O)C(=O)[O-] glutamic acid, monosodium salt